2,2'-methylenebis[6-(2H-benzotriazole-2-yl)-4-tert-octyl-phenol] C(C1=C(C(=CC(=C1)C(C)(C)CC(C)(C)C)N1N=C2C(=N1)C=CC=C2)O)C2=C(C(=CC(=C2)C(C)(C)CC(C)(C)C)N2N=C1C(=N2)C=CC=C1)O